(2S,3E)-2-[(2,2-difluoroethyl)amino]pent-3-en-1-ol FC(CN[C@H](CO)\C=C\C)F